C(C1CO1)OC(C)[Si](OCC)(OCC)C α-glycidoxyethylmethyldiethoxysilane